(S)-2-(1-(4-amino-3-(2,3-difluoro-4-methoxyphenyl)-1H-pyrazolo[3,4-d]pyrimidin-1-yl)ethyl)-5-chloro-3-phenylquinazolin-4(3H)-one succinate C(CCC(=O)O)(=O)O.NC1=C2C(=NC=N1)N(N=C2C2=C(C(=C(C=C2)OC)F)F)[C@@H](C)C2=NC1=CC=CC(=C1C(N2C2=CC=CC=C2)=O)Cl